COC(=O)\C=C\1/[C@@H]2N([C@H](C(S2)(C)C)C(=O)OC(C2=CC=CC=C2)C2=CC=CC=C2)C1=O benzhydryl 6-(Z)-(1-methoxycarbonylmethylene)penicillanate